C1(=CC=CC=C1)C1=NN=C(O1)C1=CN=C(S1)NC1=NC(=NC(=C1)N1CCCCC1)NC1CCC(CC1)O (1R,4R)-4-((4-((5-(5-phenyl-1,3,4-oxadiazol-2-yl)thiazol-2-yl)amino)-6-(piperidin-1-yl)pyrimidin-2-yl)amino)cyclohexan-1-ol